BrC=1C=C(/C=C/C2=C(C#N)C=CC=C2)C=CC1 (E)-2-(3-bromostyryl)-benzonitrile